CN1N=CC=2C1=NC(=CC2N2CC1=C(CC2)N(N=C1C)CC12CCC(CC1)(CC2)N2C[C@@H]([C@@H](C2)O)O)C (3s,4r)-1-(4-((5-(1,6-dimethyl-1H-pyrazolo[3,4-b]pyridin-4-yl)-3-methyl-4,5,6,7-tetrahydro-1H-pyrazolo[4,3-c]pyridin-1-yl)methyl)bicyclo[2.2.2]oct-1-yl)pyrrolidine-3,4-diol